2-[(tert-butylamino)thio]-1,3-benzothiazole-5-ol C(C)(C)(C)NSC=1SC2=C(N1)C=C(C=C2)O